C(C)OC1=NC=CC=C1C=1C=C(C=2N(N1)C(=NC2C(C)C)C)NCC=2OC(=NN2)C (2-ethoxy-3-pyridyl)-5-isopropyl-7-methyl-N-[(5-methyl-1,3,4-oxadiazol-2-yl)methyl]imidazo[1,5-b]pyridazin-4-amine